C=C(C(=O)OC1=C(C(=CC2=CC(=CC(=C12)F)C(F)(F)F)C)CCOCC1=CC=CC=C1)CC1=CC(=C(C(=C1)C(C)(C)C)O)C(C)(C)C 2-(2-(benzyloxy)ethyl)-8-fluoro-3-methyl-6-(trifluoromethyl)naphthalen-1-ol methylene-3-(3',5'-di-tert-butyl-4'-hydroxyphenyl)propionate